5-(1-(cyclohexylmethyl)-6-thiomorpholino-1H-benzo[d]imidazol-2-yl)-3-methylbenzo[d]isoxazole C1(CCCCC1)CN1C(=NC2=C1C=C(C=C2)N2CCSCC2)C=2C=CC1=C(C(=NO1)C)C2